C1(=CC=CC=C1)CC1=C(C(=CC=C1)CC1=CC=CC=C1)O 2,6-bis(phenylmethyl)-phenol